7-(6-(1-(cyclopropyl(4-fluorophenyl)methyl)-1H-pyrazol-4-yl)pyrazin-2-yl)-[1,2,4]triazolo[1,5-a]pyridin-2-amine C1(CC1)C(N1N=CC(=C1)C1=CN=CC(=N1)C1=CC=2N(C=C1)N=C(N2)N)C2=CC=C(C=C2)F